3-[[4-hydroxy-1-[(3R,4R)-1-[(2-methoxypyrimidin-4-yl)methyl]-3-phenyl-piperidine-4-carbonyl]-4-piperidinyl]methyl]-7-phenyl-pyrrolo[2,3-d]pyrimidin-4-one OC1(CCN(CC1)C(=O)[C@H]1[C@@H](CN(CC1)CC1=NC(=NC=C1)OC)C1=CC=CC=C1)CN1C=NC2=C(C1=O)C=CN2C2=CC=CC=C2